C(CCCCCCC\C=C/CCCCCCCC)N(CCCCCCCC\C=C/CCCCCCCC)CC(CO)O 3-(N,N-Dioleylamino)-1,2-propanediol